C12C3C4OC4CC3C(C(C1)OC1C3C4CC5OC5C4C(C1)C3)C2 4-oxatetracyclo(6.2.1.02,7.03,5)undec-9-yl ether